N-(4-methoxy-1,2,5-oxadiazole-3-carbonyl)-N-methyl-carbamic acid tert-butyl ester C(C)(C)(C)OC(N(C)C(=O)C1=NON=C1OC)=O